BrCC1=C(C(=CC=C1)Cl)I 1-Bromomethyl-3-chloro-2-iodobenzene